6-Chloro-N-[1-(4-methoxybenzyl)piperidin-4-yl]-2-(4-morpholin-4-ylphenyl)-3H-imidazo[4,5-b]pyridin-7-amine ClC=1C(=C2C(=NC1)NC(=N2)C2=CC=C(C=C2)N2CCOCC2)NC2CCN(CC2)CC2=CC=C(C=C2)OC